2-(2-Chloroethoxy)-N-(1H-indol-7-yl)acetamide ClCCOCC(=O)NC=1C=CC=C2C=CNC12